ClC(C(=O)OCCCCCCCCCCCCCCCCCC)=C stearyl alpha-chloroacrylate